C(N)(=S)S(=O)(=O)N Thiocarbamylsulfonamid